(2,3-dihydro-1H-indene-1-yl) malonate C(CC(=O)[O-])(=O)OC1CCC2=CC=CC=C12